FC1=CC=CC=2OC3=CC=CC=C3C(C12)NC(=O)C=1C(NC(=CC1)C(F)(F)F)=O N-(1-fluoro-9H-xanthen-9-yl)-2-oxo-6-(trifluoromethyl)-1,2-dihydropyridine-3-carboxamide